tert-butyl N-[(3R)-4-oxo-7-[5-(1,2,2,2-tetrafluoro-1-methoxy-ethyl)-1,3,4-oxadiazol-2-yl]-3,5-dihydro-2H-1,5-benzothiazepin-3-yl]carbamate O=C1[C@H](CSC2=C(N1)C=C(C=C2)C=2OC(=NN2)C(C(F)(F)F)(OC)F)NC(OC(C)(C)C)=O